COC=1C(=C(C(=O)OC)C=C(C1)OC)[N+](=O)[O-] methyl 3,5-dimethoxy-2-nitrobenzoate